(S)-8-(2-fluoro-4-(trifluoromethyl)phenyl)-2,3-dimethyl-6-(5-(1-methyl-1H-pyrazol-4-yl)-4-oxa-7-azaspiro[2.5]octan-7-yl)pyrido[3,4-d]pyrimidin-4(3H)-one FC1=C(C=CC(=C1)C(F)(F)F)C1=NC(=CC2=C1N=C(N(C2=O)C)C)N2C[C@@H](OC1(CC1)C2)C=2C=NN(C2)C